6-(5-(Difluoromethoxy)-2-methylphenyl)-2-azaspiro[3.4]octan FC(OC=1C=CC(=C(C1)C1CC2(CNC2)CC1)C)F